C(C)OC(=O)C1=CNC2=CC=C(C=C2C1=O)C 6-methyl-4-oxo-1,4-dihydro-quinoline-3-carboxylic acid ethyl ester